N-{(4aR,6R)-5,5-difluoro-2-[4-(3-methylthiophen-2-yl)-1,2-benzoxazol-3-yl]-1-oxooctahydropyrrolo[1,2-c]pyrimidin-6-yl}ethanesulfonamide FC1([C@@H](CN2C(N(CC[C@@H]21)C2=NOC1=C2C(=CC=C1)C=1SC=CC1C)=O)NS(=O)(=O)CC)F